COC1=CC=C(C=C1)C1=CC(=NO1)C=O 5-(4-methoxyphenyl)isoxazole-3-carbaldehyde